CC1=C2NC=C(C[C@H](N)C(=O)O)C2=CC=C1 7-methyl-tryptophan